C(C)C1=C(C=CC=C1)C=C 1-ethyl-2-vinylbenzene